5-methoxy-2-(methylsulfinyl)pyrido[4,3-d]pyrimidin-4-ol COC1=NC=CC=2N=C(N=C(C21)O)S(=O)C